CC1=C(C(=CC=C1)C)N1C(=NC2=C(C=C(C=C2C1=O)/C=C/C(=O)OCC)F)C (E)-ethyl 3-(3-(2,6-dimethylphenyl)-8-fluoro-2-methyl-4-oxo-3,4-dihydroquinazolin-6-yl)acrylate